2-hydroxy-2-methylpropanimidamide OC(C(N)=N)(C)C